2-[1-[(2,3-difluorophenyl)methyl]-5-oxopyrrolidin-2-yl]-N-[2-[3-(trifluoromethoxy)phenyl]ethyl]acetamide FC1=C(C=CC=C1F)CN1C(CCC1=O)CC(=O)NCCC1=CC(=CC=C1)OC(F)(F)F